OC1CC(C1)(C1=NN=CN1C)C=1C=C(C=CC1)N1C(C2=C(C(=C1)C(F)(F)F)C=C(N2)CN2C[C@H](CCC2)C)=O 6-(3-((1r,3S)-3-hydroxy-1-(4-methyl-4H-1,2,4-triazol-3-yl)cyclobutyl)phenyl)-2-(((S)-3-methylpiperidin-1-yl)methyl)-4-(trifluoromethyl)-1,6-dihydro-7H-pyrrolo[2,3-c]pyridin-7-one